C(C1=CC=CC=C1)N1C(C=2C=C(C(=NC2CC1)OCC1=CC=C(C=C1)OC)F)=O 6-benzyl-3-fluoro-2-((4-methoxybenzyl)oxy)-7,8-dihydro-1,6-naphthyridine-5(6H)-one